Methyl 2-((7-(6-((4-cyano-2-fluorobenzyl)oxy)pyridin-2-yl)-1,3-dihydroisobenzofuran-4-yl)methyl)-1-(2-methoxyethyl)-1H-benzo[d]imidazole-6-carboxylate C(#N)C1=CC(=C(COC2=CC=CC(=N2)C=2C=CC(=C3COCC23)CC2=NC3=C(N2CCOC)C=C(C=C3)C(=O)OC)C=C1)F